CC=1SC(=C(N1)C)C=1C=CC(N(N1)CC1CCN(CC1)C1=C2N=CN(C2=NC=N1)C)=O 6-(2,4-dimethyl-1,3-thiazol-5-yl)-2-[[1-(9-methylpurin-6-yl)piperidin-4-yl]methyl]pyridazin-3-one